5-(trifluoromethyl)benzo[b]benzothiophene FC(S1C2=C(C3=C1C=CC=C3)C=CC=C2)(F)F